2-amino-6-borono-2-(1-isopentylpiperidin-4-yl)hexanoic acid NC(C(=O)O)(CCCCB(O)O)C1CCN(CC1)CCC(C)C